C1(=CC=CC=C1)[SH+]C phenyl-(methyl)sulfonium